trans-1-octenylboronic acid C(=C\CCCCCC)/B(O)O